C1=CC=CC=2C3=CC=CC=C3C(C12)COC(=O)NC(C1=CC(=CC(=C1)OC)OC)C1=C(OCC(=O)O)C=CC=C1 ((((((9H-fluoren-9-yl)methoxy)carbonyl)amino)(3,5-diMethoxyphenyl)methyl)phenoxy)acetic acid